9-((2-chlorophenyl)(hydroxy)methylPhenyl)-2,2-dimethyl-1,2,4,7-tetrahydro-3H-pyrrolo[3',2':5,6]Pyrido[3,4-b]Pyrazin-3-one ClC1=C(C=CC=C1)C=1C(=C(C=CC1)C1=CNC2=C1C1=C(NC(C(N1)(C)C)=O)C=N2)CO